C1(=CC=CC2=CC=CC=C12)CC1N(C2N(C(C1)=O)CC(NC2)=O)C(=O)N (naphthalen-1-ylmethyl)-4,7-dioxooctahydro-1H-pyrazino[1,2-a]pyrimidine-1-carboxamide